C(C)(=O)N[C@@H]1[C@H](C[C@@](O[C@H]1[C@@H]([C@@H](CO)O)O)(C(=O)OC)O)O methyl (2R,4S,5R,6R)-5-acetamido-2,4-dihydroxy-6-((1R,2R)-1,2,3-trihydroxypropyl)tetrahydro-2H-pyran-2-carboxylate